6-(4-(6-isopropyl-5-(8-methoxy-[1,2,4]triazolo[1,5-a]pyridin-6-yl)-4H-pyrrolo[3,2-d]thiazol-2-yl)cyclohexyl)-2-thia-6-azaspiro[3.3]heptane 2,2-dioxide C(C)(C)C1=C(NC2=C1N=C(S2)C2CCC(CC2)N2CC1(CS(C1)(=O)=O)C2)C=2C=C(C=1N(C2)N=CN1)OC